FC1=C(C=CC=C1F)N1C(C2=C(C=3C=CC(=NC13)C(F)(F)F)N(C=N2)C)=O 5-(2,3-difluorophenyl)-1-methyl-7-(trifluoromethyl)-1,5-dihydro-4H-imidazo[4,5-c][1,8]Naphthyridin-4-one